tert-butyl 4-[2-(2,4-difluorophenyl)-2-[[4-(trifluoromethoxy)phenyl]sulfonylamino]ethyl]piperazine-1-carboxylate FC1=C(C=CC(=C1)F)C(CN1CCN(CC1)C(=O)OC(C)(C)C)NS(=O)(=O)C1=CC=C(C=C1)OC(F)(F)F